FC=1C=CC(=C(C(=O)N(C)C(C)C)C1)N1C=C(C=2C1=CN=CC2)[C@@H]2CC[C@@H](CC2)N2CCN(CC2)CCO 5-fluoro-2-(3-(cis-4-(4-(2-hydroxyethyl)piperazin-1-yl)cyclohexyl)-1H-pyrrolo[2,3-c]pyridin-1-yl)-N-isopropyl-N-methylbenzamide